(2S)-1,2-Pyrrolidinedicarboxamide N1([C@@H](CCC1)C(=O)N)C(=O)N